dichloropyrrolo[2,1-f][1,2,4]triazin-4-amine ClC=1C=CN2N=C(N=C(C21)N)Cl